2,4-di(adamantan-1-yl)-6-bromophenol C12(CC3CC(CC(C1)C3)C2)C2=C(C(=CC(=C2)C23CC1CC(CC(C2)C1)C3)Br)O